L-2,4-di-tert-butylphenol C(C)(C)(C)C1=C(C=CC(=C1)C(C)(C)C)O